ethyl (trans)-2-oxo-1-oxa-3-azaspiro[4.5]decane-8-carboxylate O=C1OC2(CN1)CCC(CC2)C(=O)OCC